CN(C)CC1=C(C=CC=C1)C1=CC=C(S1)[C@H](C)N (S)-1-(5-(2-((dimethylamino)methyl)phenyl)thiophen-2-yl)ethan-1-amine